methyl 2-({4-[2-(4-chloro-2-fluorophenyl)-2-methyl-1,3-benzodioxol-4-yl] piperidin-1-yl} methyl)-1-[(2S)-oxetan-2-ylmethyl]-1H-benzimidazole-6-carboxylate ClC1=CC(=C(C=C1)C1(OC2=C(O1)C=CC=C2C2CCN(CC2)CC2=NC1=C(N2C[C@H]2OCC2)C=C(C=C1)C(=O)OC)C)F